5-(((2S,4R)-1-(tert-Butoxycarbonyl)-4-fluoropyrrolidin-2-yl)methoxy)-2-methyl-benzoic acid C(C)(C)(C)OC(=O)N1[C@@H](C[C@H](C1)F)COC=1C=CC(=C(C(=O)O)C1)C